CC=1N=CSC1C=1NC(C=CN1)=O 2-(4-methylthiazol-5-yl)-1H-pyrimidin-6-one